FC1=C(C=CC=C1)C=1NC(=NN1)C(=O)OCCCC butyl 5-(2-fluorophenyl)-4H-1,2,4-triazole-3-carboxylate